BrC=1C=C(C=CC1)OC(CC)=O.CNC(C1=CC(=CC=C1)NC(CC(C)=O)=O)=O N-methyl-3-(3-oxobutanamido)benzamide 3-bromophenyl-propionate